Bis(p-aminophenyl) phosphate P(=O)(OC1=CC=C(C=C1)N)(OC1=CC=C(C=C1)N)[O-]